4-(5-sulfanyl-1,3,4-oxadiazole-2-yl)benzoic acid SC1=NN=C(O1)C1=CC=C(C(=O)O)C=C1